1-[3-(methylamino)azetidin-1-yl]prop-2-en-1-one 2,2,2-trifluoroacetate FC(C(=O)O)(F)F.CNC1CN(C1)C(C=C)=O